OC[C@]1(C[C@H](N(CC1)C(=O)OCCCC)C)CC(=C)C butyl (2R,4R)-4-(hydroxymethyl)-2-methyl-4-(2-methylprop-2-en-1-yl)piperidine-1-carboxylate